5-((5-Bromo-2-(3,5-dimethyl-1H-pyrazol-1-yl)pyrimidin-4-yl)amino)-3-(3-hydroxy-3-methylbutyl)-1-methyl-1,3-dihydro-2H-benzo[d]imidazol-2-on BrC=1C(=NC(=NC1)N1N=C(C=C1C)C)NC1=CC2=C(N(C(N2CCC(C)(C)O)=O)C)C=C1